C(C)(C)NC(O[C@H]1C[C@H](CC1)C=1N(N=C(C1)NC(=O)Cl)C(C)(C)C)=O (1R,3S)-3-{2-tert-butyl-5-[(chlorocarbonyl)amino]pyrazol-3-yl}cyclopentyl N-isopropylcarbamate